methyl 2-(3-(benzylamino)-2-oxo-6-phenylpyrazin-1(2H)-yl)acetate C(C1=CC=CC=C1)NC=1C(N(C(=CN1)C1=CC=CC=C1)CC(=O)OC)=O